N-((S)-(4,4-difluorocyclohexyl)(5-((S)-2-methoxy-1-((S)-2-oxo-4-(trifluoro-methyl)imidazolidin-1-yl)ethyl)benzo[d]oxazol-2-yl)methyl)-2,2-difluoro-2-(6-methoxy-pyridin-3-yl)acetamide FC1(CCC(CC1)[C@H](NC(C(C=1C=NC(=CC1)OC)(F)F)=O)C=1OC2=C(N1)C=C(C=C2)[C@@H](COC)N2C(N[C@@H](C2)C(F)(F)F)=O)F